C(C)(C)(C)OC(=O)N1CC(C(=CC1)OS(=O)(=O)C(F)(F)F)C 3-methyl-4-(trifluoromethanesulfonyl-oxy)-1,2,3,6-tetrahydropyridine-1-carboxylic acid tert-butyl ester